CS(=O)(=O)CC1=C(C=CC(=C1)N)C1=C(C=C(C=C1)N)CS(=O)(=O)C 2,2'-bis(methylsulfonylmethyl)-1,1'-biphenyl-4,4'-diamine